1-(3-Phenylpiperidin-1-yl)Propan-1-One C1(=CC=CC=C1)C1CN(CCC1)C(CC)=O